ClC1=NC=C2C=C(C(N(C2=C1)C)=O)C=1C=NC(=CC1C)C 7-chloro-3-(4,6-dimethylpyridin-3-yl)-1-methyl-1,6-naphthyridin-2(1H)-one